tert-butyl (1S,2S,5R)-2-(((7-chloro-8-fluoro-4-hydroxyl-2-(methylthio)pyrido[4,3-d]pyrimidine-5-yl)oxy)methyl)-3,8-diazabicyclo[3.2.1]octane-8-carboxylate ClC1=C(C=2N=C(N=C(C2C(=N1)OC[C@@H]1[C@@H]2CC[C@H](CN1)N2C(=O)OC(C)(C)C)O)SC)F